4-methyl-2-nitro-1-(prop-1-en-2-yl)benzene CC1=CC(=C(C=C1)C(=C)C)[N+](=O)[O-]